beta-methyl-1-pentanol CC(CO)CCC